1,3-dioxoisoindolin-2-yl (((9H-fluoren-9-yl)methoxy)carbonyl)-L-aspartate C1=CC=CC=2C3=CC=CC=C3C(C12)COC(=O)N[C@@H](CC(=O)[O-])C(=O)ON1C(C2=CC=CC=C2C1=O)=O